C(C)(C)C=1C(=NNC1C=1C=C(C=2N(C1)N=CN2)OC)C2=CC=C(C=C2)C2CCN(CC2)C 6-(4-isopropyl-3-(4-(1-methylpiperidin-4-yl)phenyl)-1H-pyrazol-5-yl)-8-methoxy-[1,2,4]triazolo[1,5-a]pyridine